2-((6-((5-(5-methyl-1H-pyrazol-1-yl)-1,3,4-thiadiazol-2-yl)carbamoyl)-2-oxo-4-(pyrimidin-2-ylamino)-2H-pyran-3-yl)oxy)acetic acid CC1=CC=NN1C1=NN=C(S1)NC(=O)C1=CC(=C(C(O1)=O)OCC(=O)O)NC1=NC=CC=N1